5-(4-chlorophenyl)-7,7-dimethyl-7H-12-oxa-indeno[1,2-a]fluorene ClC1=CC=C(C=C1)C1=CC2=C(C=3OC=4C=CC=CC4C13)C1=CC=CC=C1C2(C)C